(7S)-9-(2,6-difluorophenyl)-N-(trans-3-hydroxycyclobutyl)-7-methyl-13-oxa-18-thia-2,3,5,8-tetraazatetracyclo[8.8.0.02,6.011,17]octadeca-1(10),3,5,8,11(17)-pentaene-4-carboxamide FC1=C(C(=CC=C1)F)C1=N[C@H](C2=NC(=NN2C=2SC=3CCCOCC3C12)C(=O)N[C@@H]1C[C@H](C1)O)C